Cl.O1CC(CCC1)NN Tetrahydropyran-3-yl-hydrazine hydrochloride